[Cl-].C(CCCCCCC)[P+](CCCCCCCC)(CCCCCCCC)CCCCCCCC tetra-normal octylphosphonium chloride